N-[[6-[(3-methyloxetan-3-yl)carbamoyl]-6-azaspiro[2.5]octan-2-yl]methyl]-1,3-dihydropyrrolo[3,4-c]pyridine-2-carboxamide CC1(COC1)NC(=O)N1CCC2(C(C2)CNC(=O)N2CC=3C=NC=CC3C2)CC1